(3R)-1-Boc-3-(4-amino-3-iodo-1H-pyrazolo[3,4-D]pyrimidin-1-yl)piperidine methyl-(1s,4s)-4-(4-chloro-3-formyl-2-oxopyridin-1(2H)-yl)cyclohexane-1-carboxylate COC(=O)C1CCC(CC1)N1C(C(=C(C=C1)Cl)C=O)=O.C(=O)(OC(C)(C)C)N1C[C@@H](CCC1)N1N=C(C=2C1=NC=NC2N)I